BrC=1C=C(N(C1)S(=O)(=O)C1=CC=C(C)C=C1)C=O 4-bromo-1-tosyl-1H-pyrrole-2-carbaldehyde